Cl.NCC(C(=O)O)=C aminomethyl-acrylic acid hydrochloride